COC1=CC(=C(C=C1)N(C(=O)Cl)C1=CC=CC=C1)C 4-methoxy-2-methylphenyl-(phenyl)carbamoyl chloride